[Pd+2].C1(=CC=CC=C1)[PH+](C1=CC=CC=C1)C1=CC=CC=C1.C1(=CC=CC=C1)[PH+](C1=CC=CC=C1)C1=CC=CC=C1.C1(=CC=CC=C1)[PH+](C1=CC=CC=C1)C1=CC=CC=C1.C1(=CC=CC=C1)[PH+](C1=CC=CC=C1)C1=CC=CC=C1 Tetrakistriphenylphosphonium palladium